5,7-dihydrodibenzo[c,e]oxepine-3,9-diol C1=CC(=CC=2COCC3=C(C21)C=CC(=C3)O)O